[NH4+].COC1=C(C=CC=C1)S(=O)(=O)[O-] Methoxybenzenesulfonic acid, ammonium salt